9-aminothieno[2,3-c]isoquinolone NC=1C=2C3=C(N=CC2C=CC1)S(C=C3)=O